C(C)(C)(C)OC(=O)N1C[C@@H]2C([C@@H]2C1)CCO (1R,5S,6s)-6-(2-hydroxyethyl)-3-azabicyclo[3.1.0]hexane-3-carboxylic acid tert-butyl ester